C(C)C1CN(CCN1)C=1N=NC(=CN1)C1=C(C=C(C=C1)C=1C=NNC1)O 2-[3-(3-ethylpiperazin-1-yl)-1,2,4-triazin-6-yl]-5-(1H-pyrazol-4-yl)phenol